C(C)SC1=C(OCSCC2=NNC(O2)=S)C=CC=C1 5-[(2-ethylsulfanylphenoxymethylthio)methyl]-1,3,4-oxadiazole-2(3H)-thione